CC1=C(C=CC(=C1)C1=NC=NC=2NC3=CC(=CC=C3C21)N2CCNCC2)[C@@H](C)NC(=O)C2=NC(=NO2)C2(CC2)C (R)-N-(1-(2-methyl-4-(7-(piperazin-1-yl)-9H-pyrimido[4,5-b]indol-4-yl)phenyl)ethyl)-3-(1-methylcyclopropyl)-1,2,4-oxadiazole-5-carboxamide